2-[2-(1-pyrrolidinyl)ethoxy]propyl-N-methyl-N-(2-aminoethyl)-amine N1(CCCC1)CCOC(CN(CCN)C)C